CC1=C2C(=CC=NC2=C(C=C1)C)C(=O)O 5,8-dimethylquinoline-4-carboxylic acid